7-Methyl-8-oxoguanosin C[N+]=1C(N([C@H]2[C@H](O)[C@H](O)[C@@H](CO)O2)C2=NC(=NC(C12)=O)N)=O